tert-Butyl 3,9-dioxo-1-phenyl-2,13-dioxa-4,10-diazahexadecan-16-oate O=C(OCC1=CC=CC=C1)NCCCCC(NCCOCCC(=O)OC(C)(C)C)=O